1-(4-(3-fluoro-5-(trifluoromethyl)benzyl)pyridin-2-yl)-5-(hydroxymethyl)-3-methyl-1H-pyrazole FC=1C=C(CC2=CC(=NC=C2)N2N=C(C=C2CO)C)C=C(C1)C(F)(F)F